OC1=C(C=CC(=C1)OCCC)C1(NC(=NC=N1)C1=C(C=C(C=C1)C)C)C1=C(C=C(C=C1)C)C 2-[2-hydroxy-4-propyloxyphenyl]-2,6-bis(2,4-dimethylphenyl)-1,3,5-triazine